3-(2-(2-chlorophenyl)-3-methyl-7-oxo-4,7-dihydropyrazolo[1,5-a]pyrimidin-5-yl)benzoic acid ClC1=C(C=CC=C1)C1=NN2C(NC(=CC2=O)C=2C=C(C(=O)O)C=CC2)=C1C